2-amino-3-(naphthalen-2-ylamino)propionic acid NC(C(=O)O)CNC1=CC2=CC=CC=C2C=C1